CC1=NOC=C1 3-methylisoxazol